2-[2-(2-Methoxyethoxy)ethoxy]ethyl-4-methylbenzensulfonate COCCOCCOCCOS(=O)(=O)C1=CC=C(C=C1)C